CC1=CC=C(C=C1)S(=O)(=O)OCCOCC(OCC)OCC 2-(2,2-diethoxyethoxy)ethyl 4-methylbenzenesulfonate